FC1=C(C=CC(=C1)C(F)(F)F)C=1C=2N(C3=CC=C(C=C3N1)NS(=O)(=O)C)C=CC2 N-(4-(2-fluoro-4-(trifluoromethyl)phenyl)pyrrolo[1,2-a]quinoxalin-7-yl)methanesulfonamide